epsilon-phthalimido-peroxycaproic acid C1(C=2C(C(N1CCCCCC(=O)OO)=O)=CC=CC2)=O